C(C)(=O)C=1C=C(C=C2C(N(C(=NC12)N1CC2=CC=C(C=C2C1)Cl)C)=O)C 8-acetyl-2-(5-chloro-1,3-dihydro-isoindol-2-yl)-3,6-dimethylquinazolin-4-one